(S)-5-fluoro-2H-spiro[naphthalene-1,4'-oxazolidine]-2',4(3H)-dione FC1=C2C(CC[C@]3(NC(OC3)=O)C2=CC=C1)=O